BrC=1C=C(SC1)C(=O)O 4-bromothiophene-2-carboxylic acid